N1=C(C=CC=C1)C1(N=NNN1)C(=O)[O-] 5-(pyridin-2-yl)-1H-tetrazolate